OCCN(C1=CC(=C(C=C1[N+](=O)[O-])NC1=NC=C(C(=N1)N1CC(C2=NC(=CC=C21)C)(C)C)C(=O)OC(C)C)OC)C isopropyl 2-((4-((2-hydroxyethyl)(methyl)amino)-2-methoxy-5-nitrophenyl)amino)-4-(3,3,5-trimethyl-2,3-dihydro-1H-pyrrolo[3,2-b]pyridin-1-yl)pyrimidine-5-carboxylate